(2-(2-(allyloxy)ethoxy)ethoxy)benzene C(C=C)OCCOCCOC1=CC=CC=C1